NC=1C(=C2C(=NC1C(=O)OC)N(C=C2C#N)C)C=2C=NC=C(C2Cl)Cl Methyl 5-amino-3-cyano-4-(4,5-dichloropyridin-3-yl)-1-methyl-1H-pyrrolo[2,3-b]pyridine-6-carboxylate